N-benzyl-N,N-bis(methoxyethoxyethoxyethyl)amine C(C1=CC=CC=C1)N(CCOCCOCCOC)CCOCCOCCOC